(+)-3-Fluoro-4-(4-{[2-(3-methoxy-1-methyl-1H-pyrazol-4-yl)pyrrolidin-1-yl]methyl}phenoxy)benzamid FC=1C=C(C(=O)N)C=CC1OC1=CC=C(C=C1)CN1C(CCC1)C=1C(=NN(C1)C)OC